BrC1=CC(=C(C(=O)NC2=NC(=NC=C2)NCCCCC2C3(CC3)CCN(C2)C(=O)OC(C)(C)C)C=C1)F tert-butyl 4-(4-((4-(4-bromo-2-fluorobenzamido)pyrimidin-2-yl)amino)butyl)-6-azaspiro[2.5]octane-6-carboxylate